3-((4-(((benzyloxy)carbonyl)amino)pyridin-2-yl)methyl)morpholine-4-carboxylate C(C1=CC=CC=C1)OC(=O)NC1=CC(=NC=C1)CC1N(CCOC1)C(=O)[O-]